4,4,8,8,12,12-hexa-p-tolyl-8,12-dihydro-4H-benzo[9,1]quinolizino[3,4,5,6,7-defg]acridine C1(=CC=C(C=C1)C1(C2=C3C(C(C=4C=5N3C=3C1=CC=CC3C(C5C=CC4)(C4=CC=C(C=C4)C)C4=CC=C(C=C4)C)(C4=CC=C(C=C4)C)C4=CC=C(C=C4)C)=CC=C2)C2=CC=C(C=C2)C)C